O1C(=CC2=C1C=CC=C2)CNC(C=C)=O N-((3-benzofuran-2-yl)methyl)acrylamide